benzyl (2R,3S,4S)-3,4-bis(benzyloxy)-2-{[(4-methylbenzenesulfonyl)oxy]methyl}pyrrolidine-1-carboxylate C(C1=CC=CC=C1)O[C@H]1[C@H](N(C[C@@H]1OCC1=CC=CC=C1)C(=O)OCC1=CC=CC=C1)COS(=O)(=O)C1=CC=C(C=C1)C